C(=O)(O)C1=CC=C(C=C1)C1=CC=C(C=N1)N1C(N(C2=NC=CC=C21)[C@@H]2CN(CC2)CC=2N(C(=CN2)C(=O)O)C)=O (S)-2-((3-(1-(6-(4-Carboxyphenyl)pyridin-3-yl)-2-oxo-1,2-dihydro-3H-imidazo[4,5-b]pyridin-3-yl)pyrrolidin-1-yl)methyl)-1-methyl-1H-imidazole-5-carboxylic Acid